C(C)C=1N=C2N(C=C(C=C2)C=2C=NC(=NC2)N2CC(C2)O)C1N(C=1SC(=C(N1)C1=CC=C(C=C1)F)C#N)C 2-((2-ethyl-6-(2-(3-hydroxyazetidin-1-yl)pyrimidin-5-yl)imidazo[1,2-a]pyridin-3-yl)(methyl)amino)-4-(4-fluorophenyl)thiazole-5-carbonitrile